2-(5-Bromofuran-2-yl)-5-chloro[1,2,4]triazolo[1,5-c]quinazoline BrC1=CC=C(O1)C1=NN2C(=NC=3C=CC=CC3C2=N1)Cl